BrC1=CC(=CC(=C1)F)OC1CC(CC1)(C)C 1-bromo-3-(3,3-dimethylcyclopentyloxy)-5-fluoro-benzene